4,6-bis(benzyloxy)-1,3,5-triazin-2(1H)-one C(C1=CC=CC=C1)OC1=NC(NC(=N1)OCC1=CC=CC=C1)=O